C1(CC1)CN1C(=CC=2C1=NC(=CC2)OC2=CC=NC=C2)C2=NC1=C(N2C)C(=CC(=C1)C(=O)N1[C@@H]2CC[C@H](C1)[C@H]2N)OC (1R,4R,7R)-2-{2-[1-(cyclopropylmethyl)-6-(pyridin-4-yloxy)-1H-pyrrolo[2,3-b]pyridin-2-yl]-7-methoxy-1-methyl-1H-1,3-benzodiazole-5-carbonyl}-2-azabicyclo[2.2.1]heptan-7-amine